butyl (2S,4R)-2-((S)-4-bromo-5-chloro-6-fluoro-2-phenyl-2,3-dihydrobenzofuran-2-yl)-4-fluoropyrrolidine-1-carboxylate BrC1=C(C(=CC2=C1C[C@](O2)(C2=CC=CC=C2)[C@H]2N(C[C@@H](C2)F)C(=O)OCCCC)F)Cl